C(N)(=O)C=1C(=C2C=C(N=CC2=CC1)NC1=CC=C(C=C1)S(=O)(=O)C)C#CC=1C=C2CCN(CC2=CC1)C(=O)OC(C)(C)C tert-butyl 6-((6-carbamoyl-3-((4-(methylsulfonyl)phenyl)amino)isoquinolin-5-yl)ethynyl)-3,4-dihydroisoquinoline-2(1H)-carboxylate